C(#N)C1=C(C=C(C=N1)NC(C(C(=O)OCCN1C=CC=C1)(C)O)=O)C(F)(F)F 2-Pyrrol-1-ylethyl 3-[[6-cyano-5-(trifluoromethyl)-pyridin-3-yl]amino]-2-hydroxy-2-methyl-3-oxo-propanoate